2-(3,8-diazabicyclo[3.2.1]octan-3-yl)-4-(1-ethoxy-2,2,2-trifluoroethyl)-7-(thiazol-2-yl)benzo[d]oxazole C12CN(CC(CC1)N2)C=2OC1=C(N2)C(=CC=C1C=1SC=CN1)C(C(F)(F)F)OCC